OC1=C(C=C(\C=C/2\C(N(C(C2)=O)CCCCCCC(=O)NO)=O)C=C1OC)OC (E)-7-(3-(4-hydroxy-3,5-dimethoxybenzylidene)-2,5-dioxopyrrolidinyl)-N-hydroxyheptanamide